(S)-1-(2,6-difluoro-3-((2-hydroxyethyl)carbamoyl)benzyl)-3,4-dimethyl-2-oxo-N-(2,4,6-trifluorobenzyl)-1,2,3,4-tetrahydroquinazolin-7-carboxamide FC1=C(CN2C(N([C@H](C3=CC=C(C=C23)C(=O)NCC2=C(C=C(C=C2F)F)F)C)C)=O)C(=CC=C1C(NCCO)=O)F